3-(2-cyanophenyl)propionic acid C(#N)C1=C(C=CC=C1)CCC(=O)O